(S)-1-(3-(3-(4-(2,3-dichlorophenoxy)phenyl)-1H-pyrazolo[4,3-c]pyridin-1-yl)pyrrolidin-1-yl)prop-2-en-1-one ClC1=C(OC2=CC=C(C=C2)C2=NN(C3=C2C=NC=C3)[C@@H]3CN(CC3)C(C=C)=O)C=CC=C1Cl